ClC=1C=C(OC2CCC(CC2)NC(=O)C=2N=NC(=CC2)N2CCC(CC2)N2C=CC3=C(C=CC=C23)N2C(NC(CC2)=O)=O)C=CC1C#N N-((1r,4r)-4-(3-Chloro-4-cyanophenoxy)cyclohexyl)-6-(4-(4-(2,4-dioxotetrahydropyrimidin-1(2H)-yl)-1H-indol-1-yl)piperidin-1-yl)pyridazine-3-carboxamide